FC1=CC=C(C=C1)C1=CNC2=C1C(NC(C2)(C)C)=O 3-(4-fluorophenyl)-6,6-dimethyl-1,5,6,7-tetrahydro-4H-pyrrolo[3,2-c]pyridin-4-one